(3-bromo-2-fluorophenyl)-1H-pyrazole-5-carboxylic acid ethyl ester C(C)OC(=O)C1=CC=NN1C1=C(C(=CC=C1)Br)F